ClC1=C(C=CC=2N(N=NC21)CC)[C@@H](CC(=O)O)C2=CC(=C(C=C2)C)CN2C[C@H](OC1=C(C2)C=CC=C1)CC (S)-3-(4-Chloro-1-ethyl-1H-benzo[d][1,2,3]triazol-5-yl)-3-(3-(((R)-2-ethyl-2,3-dihydrobenzo[f][1,4]oxazepin-4(5H)-yl)methyl)-4-methylphenyl)propanoic acid